2-[4-bromo-3,5-bis(propan-2-yl)phenyl]naphthalene BrC1=C(C=C(C=C1C(C)C)C1=CC2=CC=CC=C2C=C1)C(C)C